CC1=C(NCCC(N)N)C=CC=C1 2-methyl-diaminopropyl-aniline